4-[2-Cyano-6-(2,6-dimethyl-benzyl)-3-hydroxy-pyridin-4-yl]-4-oxo-butyric acid ethyl ester C(C)OC(CCC(=O)C1=C(C(=NC(=C1)CC1=C(C=CC=C1C)C)C#N)O)=O